(1H-1,2,3-triazol-1-yl)methylamine N1(N=NC=C1)CN